C(C1=NNC2=CC=CC=C12)([2H])([2H])[2H] 3-(methyl-d3)indazole